O1CC(C1)OC1=NC(=NC=C1)N[C@H]1C[C@H](CCC1)C=1NC(=CN1)C1=CC=CC=C1 4-(oxetan-3-yloxy)-N-[(1R,3S)-3-(5-phenyl-1H-imidazol-2-yl)cyclohexyl]pyrimidin-2-amine